(4-fluorobenzyl)(quinolin-8-yl)amine FC1=CC=C(CNC=2C=CC=C3C=CC=NC23)C=C1